N-methyl-N-tridecyl-4-(tridecyloxy)anilinium chloride salt [Cl-].C[NH+](C1=CC=C(C=C1)OCCCCCCCCCCCCC)CCCCCCCCCCCCC